FC(C(=O)O)(F)F.ClC=1C=2N(C=CC1SC=1N=CC(=NC1)N1CCC3([C@@H](C=4N(N=CC4F)C3)N)CC1)C=CN2 (S)-1-(5-((8-chloroimidazo[1,2-a]pyridin-7-yl)thio)pyrazin-2-yl)-3'-fluoro-4'H,6'H-spiro[piperidine-4,5'-pyrrolo[1,2-b]pyrazol]-4'-amine (trifluoroacetate)